(1s,3s)-N-(3-(2'-fluoro-[1,1'-biphenyl]-4-yl)propyl)-3-hydroxycyclobutane-1-carboxamide FC1=C(C=CC=C1)C1=CC=C(C=C1)CCCNC(=O)C1CC(C1)O